5-benzyl-N-(4-methyl-5-oxo-4,5,6,7,8,9-hexahydropyrazolo[1,5-a][1,3]diazocine-6-yl)-4H-1,2,4-triazole-3-carboxamide C(C1=CC=CC=C1)C=1NC(=NN1)C(=O)NC1C(N(C=2N(CCC1)N=CC2)C)=O